COC1=NN(C=C1[N+](=O)[O-])CCOCCOCCOCCOCCNC(OCC[Si](C)(C)C)=O 2-trimethylsilylethyl N-[2-[2-[2-[2-[2-(3-methoxy-4-nitro-pyrazol-1-yl)ethoxy]ethoxy]ethoxy] ethoxy]ethyl]carbamate